COC=1C=C2SC3=NC(=CN3C2=CC1)C=O 10-Methoxy-7-thia-2,5-diazatricyclo[6.4.0.02,6]dodeca-1(12),3,5,8,10-pentaene-4-carbaldehyde